3-(methoxymethyl)-5-(4,4,5,5-tetramethyl-1,3,2-dioxaborolan-2-yl)benzo[d]oxazol-2(3H)-one COCN1C(OC2=C1C=C(C=C2)B2OC(C(O2)(C)C)(C)C)=O